C1(CCC1)C=1C=C(SC1)B(O)O 4-(CYCLOBUTYL)THIOPHENE-2-BORONIC ACID